2,4-bis[2-hydroxy-3-(4-hydroxybenzyl)-5-methylbenzyl]-6-cyclohexylphenol OC1=C(CC2=C(C(=CC(=C2)CC2=C(C(=CC(=C2)C)CC2=CC=C(C=C2)O)O)C2CCCCC2)O)C=C(C=C1CC1=CC=C(C=C1)O)C